C(C)N1CCC(CC1)C=1C=CC(=NC1)NC1=NC=C(C(=N1)C=1C=C2C(=CC=NC2=C(C1)F)C(C)(C)O)F 2-(6-(2-((5-(1-ethylpiperidin-4-yl)pyridin-2-yl)amino)-5-fluoropyrimidin-4-yl)-8-fluoroquinolin-4-yl)propan-2-ol